4-[4-bromo-6-(2-chloro-4-methyl-phenyl)-3-hydroxy-pyridin-2-yl]-4-oxo-butyric acid ethyl ester C(C)OC(CCC(=O)C1=NC(=CC(=C1O)Br)C1=C(C=C(C=C1)C)Cl)=O